C1(=CC=CC=C1)NC=CC(=O)C1=CC=C(C=C1)Cl 3-(phenylamino)-1-(4-chlorophenyl)-2-propen-1-one